benzyl (1s,2s,3r)-1-(1,3-dioxoisoindolin-2-yl)-2-fluoro-3-methyl-8-azaspiro[4.5]decane-8-carboxylate O=C1N(C(C2=CC=CC=C12)=O)[C@@H]1[C@H]([C@@H](CC12CCN(CC2)C(=O)OCC2=CC=CC=C2)C)F